P(=O)(O)(O)O.FC1=C(C=CC(=C1)F)C1=C(C(=CN1S(=O)(=O)C1=CC(=CC=C1)F)N(C)C)OC (5-(2,4-difluorophenyl)-1-((3-fluorophenyl)sulfonyl)-4-methoxy-1H-pyrrol-3-yl)-N-methyl-methylamine phosphate